N,N'-di(naphthalene-1-yl)-N,N'-di(phenyl)-2,2'-dimethylbenzidine C1(=CC=CC2=CC=CC=C12)N(C1=CC(=C(C=C1)C1=C(C=C(N(C2=CC=CC=C2)C2=CC=CC3=CC=CC=C23)C=C1)C)C)C1=CC=CC=C1